trimethyltrivinyl-cyclotrisilazane C[SiH]1N([SiH](N([SiH](N1C=C)C)C=C)C)C=C